(2RS)-2-[6-[2-(6-Amino-3-pyridyl)ethynyl]-1-oxo-isoindolin-2-yl]-2-(2-hydroxy-phenyl)-N-thiazol-2-yl-acetamid NC1=CC=C(C=N1)C#CC1=CC=C2CN(C(C2=C1)=O)[C@@H](C(=O)NC=1SC=CN1)C1=C(C=CC=C1)O |r|